C(C)(C)(C)OC(=O)[C@@H]1CCCC=2N1C(N(N2)CC2=C(C=C(C=C2)F)Cl)=O tert-Butyl-(5S)-2-(2-chloro-4-fluorobenzyl)-3-oxo-2,3,5,6,7,8-hexahydro[1,2,4]triazolo[4,3-a]pyridine-5-carboxylate